(S)-N-methyl-2-(trifluoromethyl)-5,8-dihydro-6H-pyrano[3,4-b]pyridin-5-amine hydrochloride Cl.CN[C@@H]1COCC2=NC(=CC=C21)C(F)(F)F